FC1(CCN(CC1)C1=NC2=CC(=C(C=C2C(=N1)NC1CCN(CC1)C(C)C)OC)OCCCN1CCCC1)F 2-(4,4-difluoropiperidin-1-yl)-N-(1-isopropylpiperidin-4-yl)-6-methoxy-7-(3-(pyrrolidin-1-yl)propoxy)quinazolin-4-amine